ClC=1C=CC(=C(C1)C1=C(C=NC(=C1)C)C(=O)NC=1SC=2C(=NC=C(N2)C2=CC=C(C=C2)C#N)N1)OC1CC1 4-[5-chloro-2-(cyclopropyloxy)phenyl]-N-[6-(4-cyanophenyl)thiazolo[4,5-b]pyrazin-2-yl]-6-methyl-pyridine-3-carboxamide